t-butyl (1R,7S)-8-oxa-4-azabicyclo[5.1.0]octane-4-carboxylate [C@H]12CCN(CC[C@@H]2O1)C(=O)OC(C)(C)C